monoeicosyl phosphate P(=O)(OCCCCCCCCCCCCCCCCCCCC)([O-])[O-]